FC(C1=CC2=C(SC(=C2)C(NC2(CCC2)C(=O)N2[C@@H](CCC2)C(=O)N2C[C@@H](OCC2)C2=CC=CC=C2)=O)C=C1)(F)P(O)(O)=O (difluoro(2-((1-((S)-2-((S)-2-phenylmorpholine-4-carbonyl)pyrrolidine-1-carbonyl)cyclobutyl)carbamoyl)benzo[b]thiophen-5-yl)methyl)phosphonic acid